C(C)(C)(C)OC(CN1C(CN(CCN(CCN(CC1)CC(OC(C)(C)C)=O)CC(OC(C)(C)C)=O)CC(OC(C)(C)C)=O)CCCC1=CC=C(C(=O)O)C=C1)=O 4-[3-[1,4,7,10-tetrakis(2-tert-butoxy-2-oxo-ethyl)-1,4,7,10-tetrazacyclododec-2-yl]propyl]benzoic acid